methyl 3-chloro-5-[[2,4-difluoro-5-[5-fluoro-2-(hydroxymethyl)phenyl]phenyl]sulfamoyl]-4-methoxy-benzoate ClC=1C=C(C(=O)OC)C=C(C1OC)S(NC1=C(C=C(C(=C1)C1=C(C=CC(=C1)F)CO)F)F)(=O)=O